COC=1C=C(N=NC1)N 5-methoxypyridazin-3-amine